5-Bromo-2-cyanophenyl 3-deoxy-3-[4-(4-methylthiazol-2-yl)-1H-1,2,3-triazol-1-yl]-2-O-methyl-1-thio-α-D-galactopyranoside CC=1N=C(SC1)C=1N=NN(C1)[C@@H]1[C@H]([C@@H](SC2=C(C=CC(=C2)Br)C#N)O[C@@H]([C@@H]1O)CO)OC